NC=1N(N=C2C1CN(CC2)S(=O)(=O)C)C(=O)C2CCNC1=CC=CC=C21 (3-amino-5-(methylsulfonyl)-4,5,6,7-tetrahydro-pyrazolo[4,3-c]pyridin-2-yl)(1,2,3,4-tetrahydro-quinolin-4-yl)methanone